6-[4-(6-chloro-5-fluoro-indolin-1-yl)quinazolin-6-yl]-N-cyclopropyl-pyrazine-2-carboxamide ClC1=C(C=C2CCN(C2=C1)C1=NC=NC2=CC=C(C=C12)C1=CN=CC(=N1)C(=O)NC1CC1)F